4-(3-azidoazetidin-1-yl)-2-(2,6-dioxopiperidin-3-yl)-2,3-dihydro-1H-isoindole N(=[N+]=[N-])C1CN(C1)C1=C2CN(CC2=CC=C1)C1C(NC(CC1)=O)=O